methyl (2S,3S)-2-((2-((tert-butoxycarbonyl)amino)-3-chlorophenyl)(methyl)carbamoyl)-1-(6-methyl-4-(trifluoromethyl)pyridin-2-yl)-5-oxopyrrolidine-3-carboxylate C(C)(C)(C)OC(=O)NC1=C(C=CC=C1Cl)N(C(=O)[C@H]1N(C(C[C@@H]1C(=O)OC)=O)C1=NC(=CC(=C1)C(F)(F)F)C)C